5-[({[4-(piperidine-1-sulfonyl)phenyl]carbamoyl}amino)methyl]pyridine N1(CCCCC1)S(=O)(=O)C1=CC=C(C=C1)NC(=O)NCC=1C=CC=NC1